(3S,4R)-Dihydro-3-[(R)-hydroxyphenylmethyl]-4-[(1-methyl-1H-imidazol-5-yl)methyl]-2(3H)-furanone O[C@H]([C@H]1C(OC[C@@H]1CC1=CN=CN1C)=O)C1=CC=CC=C1